tetrakis(2,4-di-tert-butylphenyl) [1,1-biphenyl]-4,4'-diylbisphosphonate C1(=CC=C(C=C1)P(OC1=C(C=C(C=C1)C(C)(C)C)C(C)(C)C)(OC1=C(C=C(C=C1)C(C)(C)C)C(C)(C)C)=O)C1=CC=C(C=C1)P(OC1=C(C=C(C=C1)C(C)(C)C)C(C)(C)C)(OC1=C(C=C(C=C1)C(C)(C)C)C(C)(C)C)=O